5-Bromo-pyridin BrC=1C=CC=NC1